2,1,3-benzothiadiazol-4-ylmethanol N=1SN=C2C1C=CC=C2CO